C1(=CC=CC=C1)N(C1=CC(=CC(=C1)N1C2=CC=CC=C2C=2C=CC(=CC12)OCC1=CC=C(C=C1)C=C)N1C2=CC=CC=C2C=2C=CC(=CC12)OCC1=CC=C(C=C1)C=C)C1=CC=CC=C1 N,N-diphenyl-3,5-bis(2-((4-vinylbenzyl)oxy)-9H-carbazole-9-yl)aniline